4-(4-amino-3-(4-phenoxyphenyl)-1H-pyrazolo[3,4-d]pyrimidin-1-yl)-3'-fluoro-[1,4'-bipiperidine]-1'-carboxylate NC1=C2C(=NC=N1)N(N=C2C2=CC=C(C=C2)OC2=CC=CC=C2)C2CCN(CC2)C2C(CN(CC2)C(=O)[O-])F